bis-tetramethyl-ammonium citraconate C(\C(\C)=C/C(=O)[O-])(=O)[O-].C[N+](C)(C)C.C[N+](C)(C)C